2-[(3S)-1-[6-(5-{[5-(cyclopropylmethyl)-1H-1,2,3,4-tetrazol-1-yl]methyl}-1-methyl-1H-1,2,3-triazol-4-yl)-2-ethylpyridin-3-yl]-5,5-difluoropiperidin-3-yl]acetic acid C1(CC1)CC1=NN=NN1CC1=C(N=NN1C)C1=CC=C(C(=N1)CC)N1C[C@H](CC(C1)(F)F)CC(=O)O